C(C(=C)C)(=O)[O-].C(CC)[N+](CCO)(CCC)CCC tripropyl-(2-hydroxyethyl)ammonium methacrylate